(S)-quinuclidin-3-yl (7-(dibenzo[b,d]furan-4-yl)-3,3-dimethylchroman-4-yl)carbamate C1=CC=C(C=2OC3=C(C21)C=CC=C3)C3=CC=C2C(C(COC2=C3)(C)C)NC(O[C@@H]3CN2CCC3CC2)=O